P(=O)(OCCCCCCCCC)(OCCN1CCN(CC1)C(CCCCCCCCCCCCCCC)=O)O nonyl (2-(4-palmitoylpiperazin-1-yl)ethyl) hydrogen phosphate